[C].[Si](C)(C)(C(C)(C)C)OCC(=C)C=1C=NC=C(C1)C1=CC(=C(C=C1)OC)OCC 3-((tert-butyl-dimethylsilyloxy)prop-1-en-2-yl)-5-(3-ethoxy-4-methoxyphenyl)pyridine carbon